FC(C1=NN=C(O1)C1=CC(NC(=C1)C)=O)F 4-(5-(difluoromethyl)-1,3,4-oxadiazol-2-yl)-6-methylpyridin-2(1H)-one